3-(benzyloxy)-4-hydroxypyrrolidine-1-carboxylic acid tert-butyl ester C(C)(C)(C)OC(=O)N1CC(C(C1)O)OCC1=CC=CC=C1